FC1=CC=C(C=C1)C=1C(=C(N=NC1C)C(=O)N)OC(C)C 5-(4-fluorophenyl)-6-methyl-4-prop-2-yloxypyridazine-3-carboxamide